[N+](=O)([O-])C=1C=CC2=C(NC=3N2N=C(C3C(=O)N)C3=CC=C(C=C3)OC3=CC=CC=C3)C1 6-nitro-2-(4-phenoxyphenyl)-4H-benzo[4,5]imidazo[1,2-b]pyrazole-3-carboxamide